N-(2'-aminoethyl)-4-methoxybenzene-1-sulfonylamine hydrochloride Cl.NCCNS(=O)(=O)C1=CC=C(C=C1)OC